C12(CC3CC(CC(C1)C3)C2)CN2C(N(C[C@H]2CCC)[C@@H](CN2[C@@H](CCC2)CN2C(NC[C@H]2C(C)C)=N)CC2=CC=CC=C2)=N (R)-3-(adamantan-1-ylmethyl)-1-((R)-1-((S)-2-(((R)-2-imino-5-isopropylimidazolidin-1-yl)methyl)pyrrolidin-1-yl)-3-phenylpropan-2-yl)-4-propylimidazolidin-2-imine